4-[1-[[4-[2-(2-Trifluoromethylphenoxy)ethyl-methyl-amino]tetrahydropyran-4-carbonyl]amino]cyclopropyl]benzoic acid FC(C1=C(OCCN(C2(CCOCC2)C(=O)NC2(CC2)C2=CC=C(C(=O)O)C=C2)C)C=CC=C1)(F)F